ClC1=C(C(=CC=C1)C)NC(=O)C1=CN=C(S1)NC1=NC(=NC(=C1)N1CCN(CC1)C(CCCCCC1=C2CN(C(C2=CC=C1)=O)C1C(NC(CC1)=O)=O)=O)C N-(2-chloro-6-methylphenyl)-2-((6-(4-(6-(2-(2,6-dioxopiperidin-3-yl)-1-oxoisoindolin-4-yl)hexanoyl)piperazin-1-yl)-2-methylpyrimidin-4-yl)amino)thiazole-5-carboxamide